ClC=1C=C(C=CC1)[C@@H]1N(OCC1)C1=CC(=NC=N1)NC=1C(=CC(=C(C1)NC(C=C)=O)N1CCC(CC1)N1C[C@H](CC1)N(C)C)OC N-(5-((6-((R)-3-(3-chlorophenyl)isoxazolidine-2-yl)pyrimidine-4-yl)amino)-2-(4-((S)-3-(dimethylamino)pyrrolidine-1-yl)piperidine-1-yl)-4-methoxyphenyl)acrylamide